behenyl-propylpropylamine C(CCCCCCCCCCCCCCCCCCCCC)N(CCC)CCC